(5-{(E)-[1-(m-tolyl)ethylidene]hydrazino}-7-morpholino-3H-1,3,4-triazainden-3-yl)acetonitrile C1(=CC(=CC=C1)\C(\C)=N\NC=1N=C2N(C=NC2=C(C1)N1CCOCC1)CC#N)C